diazobis(ethyl-butyronitrile) [N+](=[N-])(C(C#N)(CC)CC)C(C#N)(CC)CC